C(C)(C)[C@H]1C(NC=2C(=NC(=NC2N1C)NC1CN(C1)CC1=CC(=C(C(=C1)F)F)F)C)=O (S)-7-isopropyl-4,8-dimethyl-2-((1-(3,4,5-trifluorobenzyl)azetidin-3-yl)amino)-7,8-dihydropteridin-6(5H)-one